N-methyl-N-(4-(2-(1-methyl-1H-pyrazol-4-yl)ethoxy)-6-morpholinopyrimidin-2-yl)-2-(m-tolyl)acetamide CN(C(CC=1C=C(C=CC1)C)=O)C1=NC(=CC(=N1)OCCC=1C=NN(C1)C)N1CCOCC1